FC1=C(C=CC(=C1)[N+](=O)[O-])NN (2-Fluoro-4-nitrophenyl)hydrazine